1-(2-cyanoethyl)-3-(1,2-dimethyl-1H-indol-3-yl)-4-oxo-4H-pyrido[1,2-a]pyrimidinium C(#N)CC[N+]1=C2N(C(C(=C1)C1=C(N(C3=CC=CC=C13)C)C)=O)C=CC=C2